benzamide besylate salt S(=O)(=O)(O)C1=CC=CC=C1.C(C1=CC=CC=C1)(=O)N